N-(3-((4-hydroxypiperidin-4-yl)methyl)-4-oxo-3,4-dihydro-quinazolin-7-yl)-2-(4-methylpiperazin-1-yl)acetamide OC1(CCNCC1)CN1C=NC2=CC(=CC=C2C1=O)NC(CN1CCN(CC1)C)=O